1-(2,2-difluoroethyl)-6-(2-(2-(trifluoromethyl)-5-vinylpyridin-4-yl)-2,6-diazaspiro[3.4]octan-6-yl)-1H-pyrazolo[3,4-b]pyrazine FC(CN1N=CC=2C1=NC(=CN2)N2CC1(CN(C1)C1=CC(=NC=C1C=C)C(F)(F)F)CC2)F